CC1(OB(OC1(C)C)C=1C=C(C=C(C1)N1C2=CC=C(C=C2C=2C=C(C=CC12)C1=CC=CC=C1)C1=CC=CC=C1)N1C2=CC=C(C=C2C=2C=C(C=CC12)C1=CC=CC=C1)C1=CC=CC=C1)C 9,9'-(5-(4,4,5,5-tetramethyl-1,3,2-dioxaborolan-2-yl)-1,3-phenylene)bis(3,6-diphenyl-9H-carbazole)